C(C)(=O)OC=1C(=NC=CC1OC)C(N[C@H](C(=O)NC(=C(C1=CC=C(C=C1)C(F)(F)F)C1=CC=C(C=C1)C(F)(F)F)C)C)=O (S)-2-((1-((1,1-bis(4-(trifluoromethyl)phenyl)prop-1-en-2-yl)amino)-1-oxopropan-2-yl)carbamoyl)-4-methoxypyridin-3-yl acetate